Methyl (2-(6-chloro-1-cyclopropoxy-2,7-naphthyridin-4-yl)propan-2-yl)glycinate ClC=1C=C2C(=CN=C(C2=CN1)OC1CC1)C(C)(C)NCC(=O)OC